C(#N)C1=CC(=C(CNC2=CC=CC(=N2)C2CCN(CC2)CC2=NC3=C(N2CC2OCC2)C=C(C=C3)C(=O)O)C=C1)F (4-(6-((4-cyano-2-fluorobenzyl)amino)pyridin-2-yl)piperidin-1-yl)methyl-1-(oxetan-2-ylmethyl)-1H-benzo[d]Imidazole-6-carboxylic acid